(4-(5-fluoro-2-(trifluoromethyl)phenyl)piperidin-1-yl)(4,5,6,7-tetrahydro-1H-pyrazolo[4,3-c]pyridin-3-yl)methanone hydrochloride Cl.FC=1C=CC(=C(C1)C1CCN(CC1)C(=O)C1=NNC2=C1CNCC2)C(F)(F)F